FC(CO)(F)F tri-fluoroethanol